1-methyldimethoxysilyl-2-bis(4-methylpiperazin-1-yl)methylsilyl-ethylene C[Si](C=C[SiH2]C(N1CCN(CC1)C)N1CCN(CC1)C)(OC)OC